[N+](=[N-])=CC(CC[C@@H](C(=O)OC1CCCCC1)NC([C@@H](C)OC)=O)=O cyclohexyl (S)-6-diazo-2-((R)-2-methoxypropanamido)-5-oxohexanoate